ClC1=CC=C(C(=N1)C1=CC=C(C(=O)O)C=C1)N[C@@H](C)C=1C=C(C=C2C(C(=C(OC12)N1CCOCC1)C)=O)C (S)-4-(6-chloro-3-((1-(3,6-dimethyl-2-morpholino-4-oxo-4H-chromen-8-yl)ethyl)amino)pyridin-2-yl)benzoic acid